CS(=O)(=O)OC1=C(C=C(C=C1)C)NC(NC1=C(C=CC(=C1)C)OS(=O)(=O)C)=O bis-[2-(methanesulfonyloxy)-5-methyl-phenyl]urea